ClC1=CC=C(C=C1)C1=C(CCC(C1)(C)C)CN1CC(N(CC1)CC=1C(=C2CN(C(C2=CC1)=O)C1C(NC(CC1)=O)=O)F)C(F)(F)F 3-(5-((4-((4'-chloro-5,5-dimethyl-3,4,5,6-tetrahydro-[1,1'-biphenyl]-2-yl)methyl)-2-(trifluoromethyl)piperazin-1-yl)methyl)-4-fluoro-1-oxoisoindolin-2-yl)piperidine-2,6-dione